(S)-6-(4-methyl-3-oxopiperazin-1-yl)-N-(3-(1-(4-methyl-4H-1,2,4-triazol-3-yl)propan-2-yl)phenyl)isoquinoline-3-carboxamide 2,2,2-trifluoroacetate FC(C(=O)O)(F)F.CN1C(CN(CC1)C=1C=C2C=C(N=CC2=CC1)C(=O)NC1=CC(=CC=C1)[C@H](CC1=NN=CN1C)C)=O